4-bromo-1-(3-chloropropyl)-1H-indole BrC1=C2C=CN(C2=CC=C1)CCCCl